4-bromo-2-(4-fluorophenylmethyl)-2H-indazole-6-carboxylic acid BrC=1C2=CN(N=C2C=C(C1)C(=O)O)CC1=CC=C(C=C1)F